5-hydrazino-1,2,3,4-tetrahydroisoquinoline N(N)C1=C2CCNCC2=CC=C1